COC1=C(C=C(C(=C1)[N+](=O)[O-])OC)Br 2,5-dimethoxy-4-nitrobromobenzene